Benzyl (2S,5R)-5-methyl-3-oxo-2-({[(CIS)-4-phenylcyclohexyl] oxy} methyl)pyrrolidine-1-carboxylate C[C@@H]1CC([C@@H](N1C(=O)OCC1=CC=CC=C1)CO[C@@H]1CC[C@@H](CC1)C1=CC=CC=C1)=O